1-Nonacosanol C(CCCCCCCCCCCCCCCCCCCCCCCCCCCC)O